ethoxychloromethane methyl-4-(7-fluoro-2-methyl-5-((4-methylthiazol-5-yl)methoxy)benzofuran-3-carboxamido)-tetrahydro-2H-pyran-4-carboxylate COC(=O)C1(CCOCC1)NC(=O)C1=C(OC2=C1C=C(C=C2F)OCC2=C(N=CS2)C)C.C(C)OCCl